C1(CCCCC1)NC1=NC(=NC=C1C=1C=NN(C1)C)NC1=CC(=CC(=C1)Cl)Cl N4-cyclohexyl-N2-(3,5-dichlorophenyl)-5-(1-methyl-1H-pyrazol-4-yl)pyrimidine-2,4-diamine